1-trans-phosphate P(=O)([O-])([O-])[O-]